6-((1-(4-aminophenyl)-3-methyl-1H-indazol-6-yl)sulfonyl)-4-((3-methoxyphenyl)amino)-8-methylquinoline-3-carboxamide NC1=CC=C(C=C1)N1N=C(C2=CC=C(C=C12)S(=O)(=O)C=1C=C2C(=C(C=NC2=C(C1)C)C(=O)N)NC1=CC(=CC=C1)OC)C